tert-Butyl (4-(5-cyano-3-cyclobutyl-6-fluorobenzo[b]thiophen-2-yl)phenyl)carbamate C(#N)C1=CC2=C(SC(=C2C2CCC2)C2=CC=C(C=C2)NC(OC(C)(C)C)=O)C=C1F